OC(=O)C(F)(F)F.N1(N=CN=C1)[C@H]1CC[C@H](CC1)N cis-4-(1H-1,2,4-triazol-1-yl)cyclohexanamine TFA salt